C(C)(C)C1=NC(=CC=C1C=1C=C(C(N(C1)C)=O)C)N1CCN(CC1)CC1=CC=C(C=C1)N1CCNCC1 5-[2-isopropyl-6-[4-[(4-piperazin-1-ylphenyl)methyl]piperazin-1-yl]-3-pyridinyl]-1,3-dimethyl-pyridin-2-one